(E)-4-((4-acetamidophenyl)diazenyl)phenyl sulfurofluoridate S(OC1=CC=C(C=C1)\N=N\C1=CC=C(C=C1)NC(C)=O)(=O)(=O)F